[Cl-].C(C)C12CC(C1)(C2)[NH3+] 3-ethylbicyclo[1.1.1]pentan-1-aminium chloride